[N+](=O)([O-])C=1C(=NC(=NC1Cl)Cl)Cl 5-nitro-2,4,6-trichloropyrimidine